NC1=NC=C(C=C1CCC(=O)OC)F methyl 3-(2-amino-5-fluoropyridin-3-yl)propanoate